3,4-dichloro-2-methyl-5-(4,4,5,5-tetra-methyl-1,3,2-dioxa-borolan-2-yl)-2H-indazole ClC=1N(N=C2C=CC(=C(C12)Cl)B1OC(C(O1)(C)C)(C)C)C